N(=[N+]=[N-])\C(\C(=O)OC)=C/C1=C(C=C(C(=C1)Cl)F)Cl methyl (2Z)-2-azido-3-(2,5-dichloro-4-fluorophenyl)prop-2-enoate